C(\C=C\C(=O)O)(=O)O.C(\C=C\C(=O)O)(=O)O.NC[C@H]1CN(CC1)CCC=1C=C(C#N)C=CC1OCC1CC1 (S)-3-(2-(3-(aminomethyl)pyrrolidin-1-yl)ethyl)-4-(cyclopropylmethoxy)benzonitrile difumarate